rac-(4aR,7aS)-4-(5-(3-cyanophenyl)pyrazin-2-yl)hexahydropyrrolo[3,4-b][1,4]Oxazine-6(2H)-carbonitrile C(#N)C=1C=C(C=CC1)C=1N=CC(=NC1)N1[C@H]2[C@@H](OCC1)CN(C2)C#N |r|